C(CCC)[SnH](CCCC)CCCC Trin-butyl-tin hydride